C(=O)(O)C1=CC=C(C=C1)C1=CC=C(C(=N1)OC)NC(=O)C=1C(=NOC1C)C1=CC=CC=C1 [6-(4-carboxyphenyl)-2-methoxy-3-pyridinyl]-5-methyl-3-phenyl-isoxazole-4-carboxamide